bis[(3-ethyl-3-oxetanyl)methoxymethyl]biphenyl henicosyl-L-phenylalaninate C(CCCCCCCCCCCCCCCCCCCC)N[C@@H](CC1=CC=CC=C1)C(=O)O.C(C)C1(COC1)COCC1=CC=C(C=C1)C1=CC=C(C=C1)COCC1(COC1)CC